CSC=1SC2=C(N1)C=CC=C2 2-(Methylthio)benzo[d]thiazole